CC1=CC=CC=2N(C(N(C21)C=2C=NC(=NC2)C2=C1C(=CN=C2)N(N=C1)C)=O)CC(=O)OCC ethyl 2-[4-methyl-3-[2-(1-methylpyrazolo[3,4-c]pyridin-4-yl)pyrimidin-5-yl]-2-oxo-benzimidazol-1-yl]acetate